C1=NC=C(C2=CC=CC(=C12)N)N isoquinoline-4,8-diamine